N-(5-(2-((1R,4S)-2-azabicyclo[2.2.1]heptan-2-yl)acetamido)-2-methylpyridin-3-yl)-6-(3-methoxypyridin-4-yl)pyrazolo[1,5-a]pyrazine-3-carboxamide [C@@H]12N(C[C@@H](CC1)C2)CC(=O)NC=2C=C(C(=NC2)C)NC(=O)C=2C=NN1C2C=NC(=C1)C1=C(C=NC=C1)OC